6-[8-(1,3-benzothiazol-2-ylcarbamoyl)-3,4-dihydroisoquinolin-2(1H)-yl]-3-(1-{[1-(2-methoxyethyl)cyclohexyl]methyl}-1H-pyrazol-4-yl)pyridine-2-carboxylic acid S1C(=NC2=C1C=CC=C2)NC(=O)C=2C=CC=C1CCN(CC21)C2=CC=C(C(=N2)C(=O)O)C=2C=NN(C2)CC2(CCCCC2)CCOC